ethyl (2-cyano-2-(2-(3,5-dichloro-4-hydroxyphenyl)hydrazineylidene)acetyl)carbamate C(#N)C(C(=O)NC(OCC)=O)=NNC1=CC(=C(C(=C1)Cl)O)Cl